C[C@H]1N(CCOC1)C1=NC2=C(N=CC=C2C(=C1)C=1C(=NN(C1C)C)C)C1=CC=NN1 2-[(3R)-3-methylmorpholin-4-yl]-8-(1H-pyrazol-5-yl)-4-(1,3,5-trimethyl-1H-pyrazol-4-yl)-1,7-naphthyridine